FC1=CC=C(CC2=CC=C3[C@](CN(C3=C2)C(=O)O)(C(=O)O)C)C=C1 (R)-6-(4-fluorobenzyl)-3-methylindoline-1,3-dicarboxylic acid